Dioxobutanedioic acid O=C(C(C(=O)O)=O)C(=O)O